CN1C(C=C(C2=CC=CC=C12)CC1=CC2=CC=CC=C2C=C1)=O 1-methyl-4-(naphthalen-2-ylmethyl)quinolin-2(1H)-one